CC1(OB(OC1(C)C)C(CCO)=C)C 3-(4,4,5,5-tetramethyl-1,3,2-dioxaborolan-2-yl)but-3-en-1-ol